FC1([C@H](C12CCN(CC2)S(=O)(=O)N)C2=NC(=NO2)C2=CC(=CC=C2)F)F (2R)-1,1-Difluoro-2-[3-(3-fluorophenyl)-1,2,4-oxadiazol-5-yl]-6-azaspiro[2.5]octan-6-sulfonamid